BESYLAT S(=O)(=O)([O-])C1=CC=CC=C1